3,3'-dihydroxyazobenzene OC=1C=C(C=CC1)N=NC1=CC(=CC=C1)O